(+-)-3-butyl-1(3H)-isobenzofuranone C(CCC)[C@H]1OC(C2=CC=CC=C12)=O |r|